FC1(CCN(CC1)C1=NC(=CC=2N1C=CC2)NC(=O)C2=C(C=C(C=C2)NS(=O)(=O)CC(=O)OCC)N2CCC1(CC1)CC2)F ethyl 2-(N-(4-((1-(4,4-difluoropiperidin-1-yl)pyrrolo[1,2-c]pyrimidin-3-yl)carbamoyl)-3-(6-azaspiro[2.5]octan-6-yl)phenyl)sulfamoyl)acetate